3-oxapentane-diamide C(COCC(=O)N)(=O)N